5-(4-fluoro-2-methyl-phenoxy)-3-methyl-4-(4,4,5,5-tetramethyl-1,3,2-dioxaborolan-2-yl)-2-(trifluoromethyl)pyridine FC1=CC(=C(OC=2C(=C(C(=NC2)C(F)(F)F)C)B2OC(C(O2)(C)C)(C)C)C=C1)C